2-tributylstannyl-6H-thieno[2,3-c]pyridin-7-one C(CCC)[Sn](C1=CC2=C(C(NC=C2)=O)S1)(CCCC)CCCC